C(#N)C1=NC2=CC(=CC(=C2N=C1N1CC2(CC(C2(F)F)(F)F)CC1)[C@@H](C)NC1=C(C(=O)O)C=CC=C1)C 2-(((1R)-1-(2-cyano-7-methyl-3-(1,1,2,2-tetrafluoro-6-azaspiro[3.4]octan-6-yl)quinoxalin-5-yl)ethyl)amino)benzoic acid